COCCOCC1=NN=C(O1)C1=NC=C(C=C1N)S(=O)(=O)C1=CC=C(C=C1)OC(F)(F)F 2-{5-[(2-Methoxyethoxy)methyl]-1,3,4-oxadiazol-2-yl}-5-[4-(trifluoromethoxy)benzene-1-sulfonyl]pyridin-3-amine